4-(3-bromophenoxy)butyric acid BrC=1C=C(OCCCC(=O)O)C=CC1